4-ethyl-9,10-bis(2-carboxycyclohexyl)carbonyloxyanthracene C(C)C1=CC=CC2=C(C3=CC=CC=C3C(=C12)OC(=O)C1C(CCCC1)C(=O)O)OC(=O)C1C(CCCC1)C(=O)O